tribromosalicylanilide zinc [Zn].BrC1=C(C(=C(C(C(=O)NC2=CC=CC=C2)=C1)O)Br)Br